N1-(4-(tert-butyl)-2-methylphenyl)cyclohexane-1,4-diamine C(C)(C)(C)C1=CC(=C(C=C1)NC1CCC(CC1)N)C